2-((4-(pyridin-2-yl)thiazol-2-yl)amino)isonicotinic acid N1=C(C=CC=C1)C=1N=C(SC1)NC=1C=C(C(=O)O)C=CN1